FC=1C(=C(C=C(C1)F)NC1=C(C(=O)OC)C=C(C=C1)C(F)(F)F)C methyl 2-((3,5-difluoro-2-methyl-phenyl)amino)-5-(trifluoromethyl)-benzoate